3-(2-{[1-(3-chloro(2-pyridyl))-isopropyl]amino}pyrimidin-5-yl)-1,2,4-oxadiazole-5-carboxamide ClC=1C(=NC=CC1)C(C)(C)NC1=NC=C(C=N1)C1=NOC(=N1)C(=O)N